Cl.ClC1=CC=C2C(CN(C2=C1)C(CN1[C@H](CN[C@@H](C1)C)COC)=O)(C)C 1-(6-Chloro-3,3-dimethyl-2,3-dihydro-indol-1-yl)-2-((2R,5R)-2-methoxymethyl-5-methyl-piperazin-1-yl)-ethanone hydrochloride salt